tert-butyl N-[(1R,2S)-1-benzyl-2-hydroxy-3-[[(1S)-3-methyl-1-(1H-tetrazol-5-yl)butyl]amino]-3-oxo-propyl]carbamate C(C1=CC=CC=C1)[C@H]([C@@H](C(=O)N[C@@H](CC(C)C)C1=NN=NN1)O)NC(OC(C)(C)C)=O